(3S*,4S*)-4-(5-methoxythiophen-2-yl)-2-oxopyrrolidine-3-carboxylic acid COC1=CC=C(S1)[C@H]1[C@@H](C(NC1)=O)C(=O)O |o1:7,8|